N(=[N+]=[N-])CCOCCOCCOCCNC(CCC(NC(CCCCCCCCCCC(=O)OC(C)(C)C)=O)CCC(NCCOCCOCCOCCN=[N+]=[N-])=O)=O tert-butyl 1-azido-16-(1-azido-13-oxo-3,6,9-trioxa-12-azapentadecan-15-yl)-13,18-dioxo-3,6,9-trioxa-12,17-diazanonacosan-29-oate